N(CC1=CC=C(S1)CC(C(=O)O)C1CNCC1)(CC1=CC=C(S1)CC(C(=O)O)C1CNCC1)CC1=CC=C(S1)CC(C(=O)O)C1CNCC1 3,3',3''-((nitrilotris(methylene))tris(thiophene-5,2-diyl))tris(2-(pyrrolidin-3-yl)propanoic acid)